ClC=1C=C2C(NC(NC2=CC1)=O)=O 6-chloroquinazoline-2,4(1H,3H)-dione